C1(CC1)C(=O)NNC(=O)[C@]1(CCC=2NC3=CC(=CC=C3C2C1)C)NC(OC(C)(C)C)=O (R)-tert-butyl (3-(2-(cyclopropanecarbonyl)hydrazinecarbonyl)-7-methyl-2,3,4,9-tetrahydro-1H-carbazol-3-yl)carbamate